tert-butyl 4-(3-chloro-6-methylpyridin-2-yl)-3-cyclopropyl-1H-pyrazole-1-carboxylate ClC=1C(=NC(=CC1)C)C=1C(=NN(C1)C(=O)OC(C)(C)C)C1CC1